6-(1,1'-biphenyl-3-yl)-4-[3,5-bis(9H-carbazole-9-yl)phenyl]-2-phenylpyrimidine C1(=CC(=CC=C1)C1=CC(=NC(=N1)C1=CC=CC=C1)C1=CC(=CC(=C1)N1C2=CC=CC=C2C=2C=CC=CC12)N1C2=CC=CC=C2C=2C=CC=CC12)C1=CC=CC=C1